COCCC1=C(C(=O)N)C=CC(=C1)N1CCNCC1 (2-methoxyethyl)-4-(piperazin-1-yl)benzamide